O=C1NC(CCC1N1CCC2=C(C=CC=C12)N1CCN(CC1)CC(=O)OC(C)(C)C)=O t-butyl 2-[4-[1-(2,6-dioxo-3-piperidyl)indolin-4-yl]piperazin-1-yl]acetate